COC(C1CCN(CC1)C1=CC=C(C(=O)N)C=C1)OC 4-(4-(dimethoxymethyl)piperidin-1-yl)benzamide